C(C1=CC=CC=C1)(=O)N[C@@H](CC1=CC=C(C=C1)O)C(=O)N(CCC)CCC N-benzoyl-L-tyrosyldin-propylamine